C(C1=CC=CC=C1)OC=1C=NC(=NC1)OC1(COC1)C 5-(benzyloxy)-2-[(3-methyloxetan-3-yl)oxy]pyrimidine